N-((1R,2S)-2-Acrylamidocyclopentyl)-5-(2-methyl-4-(pyridazin-3-yloxy)phenyl)-4-oxo-4,5-dihydro-3H-1-thia-3,5,8-triazaacenaphthylene-2-carboxamide C(C=C)(=O)N[C@@H]1[C@@H](CCC1)NC(=O)C=1SC=2N=CC=C3N(C(NC1C23)=O)C2=C(C=C(C=C2)OC=2N=NC=CC2)C